3-(N-(2-(1,2,3,5,6,7-Hexahydro-s-indacen-4-yl)acetyl)sulfamoyl)-N,N,1-trimethyl-1H-pyrazole-5-carboxamide C1CCC2=C(C=3CCCC3C=C12)CC(=O)NS(=O)(=O)C1=NN(C(=C1)C(=O)N(C)C)C